[C+4].[CH3+] carbenium carbon